9-allyl-2-chloro-9H-purine C(C=C)N1C2=NC(=NC=C2N=C1)Cl